ClC(C(C)(C)O)(Cl)Cl trichlorotertiary butanol